(1S)-2,2-dimethyl-1-(6-(2-methyl-2H-pyrazolo[3,4-b]pyridin-5-yl)thieno[2,3-b]pyridin-2-yl)cyclobutanol CC1([C@](CC1)(O)C1=CC=2C(=NC(=CC2)C2=CC=3C(N=C2)=NN(C3)C)S1)C